3-{2-[1-(trifluoromethyl)cyclopropyl]ethoxyl-1H-pyrazol-1-yl}-2λ6-thia-3,9,11-triazatetracyclo[17.3.1.111,14.05,10]tetracosa-1(22),5,7,9,19(23),20-hexaene-2,2,4-trione FC(C1(CC1)CCOC1=NN(C=C1)N1S(C2=CC=CC(CCCCC3CCN(C4=NC=CC=C4C1=O)C3)=C2)(=O)=O)(F)F